2-(cyclopentylamino)ethyl (S)-6-diazo-2-((S)-2-methoxypropanamido)-5-oxohexanoate [N+](=[N-])=CC(CC[C@@H](C(=O)OCCNC1CCCC1)NC([C@H](C)OC)=O)=O